C(C1CO1)OC1CCC(CC1)C(C)(C)C1CCC(CC1)OCC1CO1 (2,2-bis[4-(2,3-epoxypropoxy)cyclohexyl])Propane